BrC=1C=CC=C2C(=NN(C12)C)C(C)C 7-bromo-3-isopropyl-1-methyl-1H-indazole